C(CCCCC(=O)OCC(COC(CCCCC(=O)OCC\C=C/CCCCC)=O)(CO)COC(CC12C3C4C5C3C1C5C24)=O)(=O)OCC\C=C/CCCCC O6-[2-[(2-cuban-1-ylacetyl)oxymethyl]-2-(hydroxymethyl)-3-[6-[(Z)-non-3-enoxy]-6-oxo-hexanoyl]oxy-propyl] O1-[(Z)-non-3-enyl] hexanedioate